C(C)(C)(C)OC(=O)N1[C@@H](CCC1)C=1C=C(C=C2CCN(CC12)C(=O)C1=NC(=NC=C1)C)C=1C=C2C(=NC1)NC=C2C (S)-2-[2-(2-methylpyrimidine-4-carbonyl)-6-(3-methyl-1H-pyrrolo[2,3-b]pyridin-5-yl)-1,2,3,4-Tetrahydroisoquinolin-8-yl]pyrrolidine-1-carboxylic acid tert-butyl ester